(E)-4-Methyl-3-(3-(1-methyl-1H-indol-5-yl)acryloyl)quinolin-2(1H)-one CC1=C(C(NC2=CC=CC=C12)=O)C(\C=C\C=1C=C2C=CN(C2=CC1)C)=O